4-amino-7-fluoropyrrolo[1,2-a]quinoxaline-8-carboxylic acid methyl ester COC(=O)C1=C(C=C2N=C(C=3N(C2=C1)C=CC3)N)F